C[SiH](C)[NH-] dimethylsilyl-amide